C(C)(C)(C)C=1C=C(C=C(C1O)C(C)(C)C)CCC(=O)OC(CCCCC)OC(CCC1=CC(=C(C(=C1)C(C)(C)C)O)C(C)(C)C)=O hexanediol bis[3-(3,5-di-t-butyl-4-hydroxyphenyl) propionate]